(S)-7-bromo-3-(3,4-dihydroxybenzyl)-3,4-dihydro-1H-benzo[E][1,4]diazepine-2,5-dione BrC1=CC2=C(NC([C@@H](NC2=O)CC2=CC(=C(C=C2)O)O)=O)C=C1